1-(trans-1-acryloyl-4-(4-(trifluoromethyl)benzyloxy)pyrrolidin-3-yl)-1H-1,2,3-triazole-4-carboxamide C(C=C)(=O)N1C[C@H]([C@@H](C1)OCC1=CC=C(C=C1)C(F)(F)F)N1N=NC(=C1)C(=O)N